C(C)(C)(C)C1=CC=C(C=C1)C=1C=2N(C3=CC=C(C=C3N1)C(=O)NC(CO)C)C=CC2 4-(4-(tert-butyl)phenyl)-N-(1-hydroxypropan-2-yl)pyrrolo[1,2-a]quinoxaline-7-carboxamide